diphenyl sulfone cyanate [O-]C#N.C1(=CC=CC=C1)S(=O)(=O)C1=CC=CC=C1